6-methoxy-2-methyl-4-(piperidin-4-yloxy)quinoline hydrochloride Cl.COC=1C=C2C(=CC(=NC2=CC1)C)OC1CCNCC1